6-(dimethylamino)-4,4-diphenylhept-2-en-3-yl (2-((S)-2-benzamido-5-guanidinopentanamido)propyl)(methyl)carbamate C(C1=CC=CC=C1)(=O)N[C@H](C(=O)NC(CN(C(OC(=CC)C(CC(C)N(C)C)(C1=CC=CC=C1)C1=CC=CC=C1)=O)C)C)CCCNC(=N)N